ClC=1C(=C2CC(CC2=CC1)NC1=CC=C(C=N1)[C@@H](C(F)(F)F)N(C(=O)C1CN(C1)S(=O)(=O)C)C)F N-((1S)-1-(6-((5-Chloro-4-fluoro-2,3-dihydro-1H-inden-2-yl)amino)pyridin-3-yl)-2,2,2-trifluoroethyl)-N-methyl-1-(methylsulfonyl)azetidine-3-carboxamide